C(#N)CP(OCC)(OCC)=O diethyl cyanomethyl-phosphonate